CN1CCN(CC1)S(=O)(=O)C1=C2C=CC=NC2=C(C=C1)O 5-(4-methylpiperazin-1-yl)sulfonylquinolin-8-ol